C(C)OC(=O)N1C[C@@H]2[C@@H](N3CC(NC=4C=CC=C2C34)=O)CC1 (6bR,10aS)-2-oxo-2,3,6b,9,10,10a-hexahydro-1H,7H-pyrido[3',4':4,5]-pyrrolo[1,2,3-de]quinoxaline-8-carboxylic acid ethyl ester